CNC(CN(C1=CC=C2C(=CC(OC2=C1)=O)C1=C(C=CC=C1)C([2H])([2H])[2H])C)=O N-methyl-2-(methyl(4-(2-(methyl-d3)phenyl)-2-oxo-2H-chromen-7-yl)amino)acetamide